7-Chloro-5-(3-methylpiperazin-1-yl)-2,3-dihydro-1,4-benzodioxine ClC=1C=C(C2=C(OCCO2)C1)N1CC(NCC1)C